(R)-2-amino-N-(1-(8-ethynyl-1-oxo-2-phenyl-1,2,4,5-tetrahydrocyclopenta[de]isoquinolin-3-yl)ethyl)pyrazolo[1,5-a]pyrimidine-3-carboxamide NC1=NN2C(N=CC=C2)=C1C(=O)N[C@H](C)C=1N(C(C=2C(=CC=C3C2C1CC3)C#C)=O)C3=CC=CC=C3